bis(2,2,6,6-tetramethyl-4-piperidyl)1,5-dioxaspiro(5.5)undecane CC1(NC(CC(C1)C1(OC2(OCC1)CCCCC2)C2CC(NC(C2)(C)C)(C)C)(C)C)C